2-acetyl-furane C(C)(=O)C=1OC=CC1